2-heptyl undecylenate C(CCCCCCCCC=C)(=O)OC(C)CCCCC